N-(2,4-dimethyl-6-(4-methoxystyryl)benzyl)-N-phenylfuran-2-carboxamide CC1=C(CN(C(=O)C=2OC=CC2)C2=CC=CC=C2)C(=CC(=C1)C)C=CC1=CC=C(C=C1)OC